2-((3s,5s)-1-(3,4-difluorobenzyl)-5-(4-(trifluoromethyl)phenyl)piperidin-3-yl)acetic acid FC=1C=C(CN2C[C@@H](C[C@H](C2)C2=CC=C(C=C2)C(F)(F)F)CC(=O)O)C=CC1F